NC1=CC=CC(=N1)S(=O)(=O)NC(=O)C=1C(=NC(=CC1)C=1C=NC(=CC1)OC(C)C)N1C(CCC1)C1CC1 N-[(6-Amino-2-pyridyl)sulfonyl]-2-(2-cyclopropylpyrrolidin-1-yl)-6-(6-isopropoxy-3-pyridyl)pyridin-3-carboxamid